(5-((4-benzylpiperazin-1-yl)methyl)-4H-1,2,4-triazol-3-yl)-5-fluoro-1H-indole C(C1=CC=CC=C1)N1CCN(CC1)CC=1NC(=NN1)N1C=CC2=CC(=CC=C12)F